acryloyldimethyltauryl-ammonium C(C=C)(=O)[N+](S(=O)(=O)CCN)(C)C